Calcium-aluminum-zinc [Zn].[Al].[Ca]